ClC1=C(C2=C(NC1C)SC1=C2C=CC(=C1)C1=CC=C(C=C1)CN(C1CCN(CC1)CC1=CC=C(C=C1)OC(F)(F)F)C)[O-].[Na+] sodium 3-chloro-2-methyl-7-(4-((methyl(1-(4-(trifluoromethoxy)benzyl)piperidin-4-yl)amino)methyl)phenyl)benzo[4,5]thieno[2,3-b]pyridin-4(1H)-olate